tert-butyl (1R,2S)-2-[1-(tert-butoxycarbonyl)-3-{[5-chloro-2-(morpholin-4-yl)pyrimidin-4-yl]amino}indazol-6-yl]-5'-methoxy-2'-oxospiro[cyclopropane-1,3'-indole]-1'-carboxylate C(C)(C)(C)OC(=O)N1N=C(C2=CC=C(C=C12)[C@@H]1C[C@@]12C(N(C1=CC=C(C=C21)OC)C(=O)OC(C)(C)C)=O)NC2=NC(=NC=C2Cl)N2CCOCC2